C(=C)C(C=CC1=CC=C(C=C1)[O-])(CCC=C(C)C)C 4-(3-ethenyl-3,7-dimethylocta-1,6-dienyl)phenolate